COC(=O)C1=NN(C(C(C1)C)=O)C methyl-1,5-dimethyl-6-oxo-1,4,5,6-tetrahydropyridazine-3-carboxylate